N,N'-di-sec-butyl-1,2-diaminopropane C(C)(CC)NCC(C)NC(C)CC